(6S)-6-N-propyl-4,5,6,7-tetrahydrobenzothiazole-2,6-diamine C(CC)N[C@@H]1CC2=C(N=C(S2)N)CC1